Cl.N1CCC(CC1)CNC(C)=O N-(Piperidin-4-ylmethyl)acetamid hydrochlorid